(4-allylpiperidin-1-yl)-4-nitrobenzoic acid C(C=C)C1CCN(CC1)C1=C(C(=O)O)C=CC(=C1)[N+](=O)[O-]